tert-Butyl (1-((6-chloro-1-(5-chloro-2-(difluoromethoxy)phenyl)-1H-Pyrazolo[4,3-c]pyridin-3-yl)methyl)azetidin-3-yl)carbamate ClC1=CC2=C(C=N1)C(=NN2C2=C(C=CC(=C2)Cl)OC(F)F)CN2CC(C2)NC(OC(C)(C)C)=O